C(C=C)(=O)[O-].C(C=C)(=O)[O-].C(C=C)(=O)[O-].C(CCC)[Sn+3] n-butyl-tin triacrylate